C(C)(C)(C)OC(NC\C=C(/CO)\F)=O (E)-3-fluoro-4-hydroxybut-2-enylcarbamic acid tert-butyl ester